ethyl 2-chloro-3-(4-chloro-2',3',4',5',6,6'-hexafluoro-[1,1'-biphenyl]-3-yl)propanoate ClC(C(=O)OCC)CC=1C=C(C(=CC1Cl)F)C1=C(C(=C(C(=C1F)F)F)F)F